ClC1=C(C=CC=C1)C=1OC(CC1C#N)(C(F)(F)F)O 2-(2-chlorophenyl)-5-hydroxy-5-(trifluoromethyl)-4,5-dihydrofuran-3-carbonitrile